5-((1-((3-ethyl-2-oxo-4-thioxo-1,2,3,4-tetrahydroquinazolin-7-yl)methyl)azetidin-3-yl)amino)-N,6-dimethylpicolinamide C(C)N1C(NC2=CC(=CC=C2C1=S)CN1CC(C1)NC=1C=CC(=NC1C)C(=O)NC)=O